COC(=O)C1=NC=CC(=N1)C1=CC(=CC=C1)C1=NOC(=C1)[C@]1(C(N(CC1)C)=O)O (R)-4-(3-(5-(3-hydroxy-1-methyl-2-oxopyrrolidin-3-yl)isoxazol-3-yl)phenyl)pyrimidine-2-carboxylic acid methyl ester